5-((2-(5-(2-(benzyloxy)ethoxy)-2-fluorophenyl)-5H-imidazo[4,5-c]pyridin-5-yl)methyl)-3-(2,5-difluorophenyl)isoxazole C(C1=CC=CC=C1)OCCOC=1C=CC(=C(C1)C=1N=C2C(=CN(C=C2)CC2=CC(=NO2)C2=C(C=CC(=C2)F)F)N1)F